C1N(CCC2=CC=CC=C12)C(=O)OCCCC butyl 3,4-dihydroisoquinoline-2(1H)-carboxylate